CNC1CC(C1)NC(OC(C)(C)C)=O tert-butyl (3-(methylamino)cyclobutyl)carbamate